2-(4-fluorophenoxy)-N-(4'-isopropoxy-[1,1'-biphenyl]-4-yl)-2-methylpropanamide FC1=CC=C(OC(C(=O)NC2=CC=C(C=C2)C2=CC=C(C=C2)OC(C)C)(C)C)C=C1